C(C)N[C@H]1CN(S(C2=C1C=C(S2)S(=O)(=O)NC(C(C)OC(C(C)O)=O)=O)(=O)=O)CCCOC 2-hydroxy-propionic acid 2-[(R)-4-ethylamino-2-(3-methoxy-propyl)-1,1-dioxo-1,2,3,4-tetrahydro-1λ*6*-thieno[3,2-e][1,2]thiazine-6-sulfonylamino]-1-methyl-2-oxo-ethyl ester